sodium 3-(2,4-difluorophenyl)-5-(6-methoxypyridin-3-yl)-2-methylpyrazolo[1,5-a]pyrimidin-7-carboxylate FC1=C(C=CC(=C1)F)C=1C(=NN2C1N=C(C=C2C(=O)[O-])C=2C=NC(=CC2)OC)C.[Na+]